3',6'-di(azetidin-1-yl)-6-(4-(2-((6-chlorohexyl)oxy)ethoxy)but-1-yn-1-yl)-3H-spiro[isobenzofuran-1,9'-xanthen]-3-one N1(CCC1)C=1C=CC=2C3(C4=CC=C(C=C4OC2C1)N1CCC1)OC(C1=CC=C(C=C13)C#CCCOCCOCCCCCCCl)=O